C=1(C=CCN2C=CC3=C(C12)C=CC=C3)C3=C(C(=NSC1=C3C=CC=C1)C1=NNC3=C(C=C1)C=CC=C3)C3=NC1=C2C(=CC=C1C=C3)C=CC=C2 benzoquinolizinyl-(benzoquinolinyl)benzothiazepinyl-(benzodiazepine)